ClC1=CC=C(C2=C1C=C(O2)C)COC2=CC=CC(=N2)C2CCNCC2 4-(6-((4-chloro-2-methylbenzofuran-7-yl)methoxy)pyridin-2-yl)piperidine